FC=1C=C2C=3C=CC(=CC3NC2=CC1)CC(=O)NCC1=CC=C(C=C1)O 2-(6-fluoro-9H-carbazol-2-yl)-N-(4-hydroxybenzyl)acetamide